ethyl 3-methylbutanoate (ETHYL ISOVALERATE) C(C)C(C(=O)O)C(C)C.CC(CC(=O)OCC)C